FC(C(F)(F)F)(OCOC(C(=C)Cl)=O)F chloroacrylic acid pentafluoroethoxymethyl ester